bis-(3-methyldimethoxysilyl-1-propyl)-ethyldithiophosphinate C[Si](CCCC(CP([S-])=S)CCC[Si](C)(OC)OC)(OC)OC